[Cu+2].[Au+] Gold(I)-Copper